COC1=C(C=C(C2=C1C=CO2)OC)/C=C/C(=O)C2=CC(=CC=C2)F (E)-3-(4,7-Dimethoxybenzofuran-5-yl)-1-(3'-fluorophenyl)-prop-2-en-1-one